2'-chloro-6'-[(4-methoxyphenyl)methyl]-2,3,5,6,6',7'-hexahydrospiro[pyran-4,5'-pyrrolo[4,3-b]pyridine]-7'-one ClC1=CC=C2C(=N1)C(N(C21CCOCC1)CC1=CC=C(C=C1)OC)=O